FC(OC1=CC2=C(N=C(O2)C=2C(=C(C=CC2)C2=C(C(=CC=C2)C=2OC3=C(N2)C=C(C(=C3)OC(F)F)CN3CC(N(CC3)C)C)C)C)C=C1CN1[C@@H](CCC1)C(=O)O)F ((6-(difluoromethoxy)-2-(3'-(6-(difluoromethoxy)-5-((3,4-dimethylpiperazin-1-yl)methyl)benzo[d]oxazol-2-yl)-2,2'-dimethyl-[1,1'-biphenyl]-3-yl)benzo[d]oxazol-5-yl)methyl)-L-proline